1,2-DI(THIOPHEN-2-YL)ETHENE-1,2-DIOL S1C(=CC=C1)C(=C(O)C=1SC=CC1)O